N-benzyl-N'-toluylcarbodiimide C(C1=CC=CC=C1)N=C=NC1=C(C=CC=C1)C